N-(2-(dimethylamino)ethyl)-3-fluoro-4-(8,9,10,11-tetrahydro-3H-pyrazolo[4,3-a]phenanthridin-7-yl)benzamide CN(CCNC(C1=CC(=C(C=C1)C1=NC2=CC=C3C(=C2C=2CCCCC12)C=NN3)F)=O)C